C12(CC(C1)C2)NC=2C1=C(N=C(N2)N2CC(C2)C2=CC=C(C=C2)F)CC[S@]1=O (R)-4-(bicyclo[1.1.1]pentan-1-ylamino)-2-(3-(4-fluorophenyl)azetidin-1-yl)-6,7-dihydrothieno[3,2-d]pyrimidine 5-oxide